C(C)C=1C=2N(N=C(C1)C=1N=C3N(C(C1)=O)C=C(S3)N3CCNCC3)C=C(N2)C 7-(8-ethyl-2-methyl-imidazo[1,2-b]pyridazin-6-yl)-2-piperazin-1-yl-thiazolo[3,2-a]pyrimidin-5-one